N-[2-(2-aminoethoxy)ethyl]-4-[[3-[1-(cyanomethyl)-3-phenyl-pyrazol-4-yl]imidazo[1,2-a]pyrazin-8-yl]amino]-2-ethyl-benzamide formate C(=O)O.NCCOCCNC(C1=C(C=C(C=C1)NC=1C=2N(C=CN1)C(=CN2)C=2C(=NN(C2)CC#N)C2=CC=CC=C2)CC)=O